4-((3S,8S,9S,10R,13R,14S,17R)-10,13-dimethyl-3-((2-(trimethylsilyl)ethoxy)methoxy)-2,3,4,7,8,9,10,11,12,13,14,15,16,17-tetradecahydro-1H-cyclopenta[a]phenanthren-17-yl)pentanoate C[C@]12[C@H]3CC[C@@]4([C@H](CC[C@H]4[C@@H]3CC=C2C[C@H](CC1)OCOCC[Si](C)(C)C)C(CCC(=O)[O-])C)C